(S)-Methyl 3-(5-chloro-4-(hydroxymethyl)thiophen-2-yl)-3-(1-ethyl-4-methyl-1H-benzo[d][1,2,3]triazol-5-yl)propanoate ClC1=C(C=C(S1)[C@@H](CC(=O)OC)C1=C(C2=C(N(N=N2)CC)C=C1)C)CO